3,3'-diaminobenzidine tetrahydrochloride hydrate O.Cl.Cl.Cl.Cl.NC=1C=C(C=CC1N)C1=CC(=C(N)C=C1)N